1-((3R,4R)-3-fluoro-4-((1-(2-methylbutyl)-6-((5-methylthiazol-2-yl)amino)-1H-pyrrolo[3,2-c]pyridin-4-yl)oxy)pyrrolidin-1-yl)prop-2-en-1-one F[C@@H]1CN(C[C@H]1OC1=NC(=CC2=C1C=CN2CC(CC)C)NC=2SC(=CN2)C)C(C=C)=O